C(C)(C)(C)OC1CC(NC1)C 4-(tert-butoxy)-2-methylpyrrolidine